C(CCC)OCCCCCN1C=[N+](C=C1)CCCCCOCCCC 1,3-bis(5-butoxypentyl)imidazolium